C[C@@H]1N(CCNC1)C=1N=C(C2=C(N1)C=NC=C2)N [(2S)-2-methylpiperazin-1-yl]pyrido[3,4-d]pyrimidin-4-amine